CS(=O)(=O)OCCOCCOCCNC(COC1=C2C(N(C(C2=CC=C1)=O)C1C(NC(CC1)=O)=O)=O)=O 2-(2-(2-(2-((2-(2,6-dioxopiperidin-3-yl)-1,3-dioxoisoindolin-4-yl)oxy)acetamido) ethoxy)ethoxy)ethyl methanesulfonate